CN1C=C(C2=CC=CC=C12)C1=NC(=NC=C1)NC1=CC=NN1C 4-(1-Methyl-1H-indol-3-yl)-N-(1-methyl-1H-pyrazol-5-yl)pyrimidin-2-amine